2-methylpropanoic acid tert-butyl ester C(C)(C)(C)OC(C(C)C)=O